CN1N=C(C=C1)NC(=O)[C@@H]1[C@H]2CCO[C@@H]12 (1R,5R,6R)-N-(1-methyl-1H-pyrazol-3-yl)-2-oxabicyclo[3.1.0]hexane-6-carboxamide